N-[4-(cyclopropylmethoxy)-2-methyl-3-(6-methyl-7-oxo-6,7-dihydro-1H-pyrrolo[2,3-c]pyridin-4-yl)phenyl]ethanesulfonamide C1(CC1)COC1=C(C(=C(C=C1)NS(=O)(=O)CC)C)C=1C2=C(C(N(C1)C)=O)NC=C2